BrC=1C(=CC(=NC1)NC(C[C@@H]1CC[C@H](CC1)N(C(OC)=O)C)=O)C1=NC=CC=C1 methyl N-[trans-4-[2-[(5'-bromo[2,4'-bipyridin]-2'-yl)amino]-2-oxoethyl]cyclohexyl]-N-methylcarbamate